(S)-N-(1-benzylpyrrolidin-3-yl)-1-(3-(4-methoxyphenyl)-1,2,4-oxadiazol-5-yl)piperidine-4-carboxamide C(C1=CC=CC=C1)N1C[C@H](CC1)NC(=O)C1CCN(CC1)C1=NC(=NO1)C1=CC=C(C=C1)OC